FC=1C=CC=C2C=C(C(NC12)=O)NC1=NC(=NC=C1)NC1=CC(=C(C=C1)N1CC(N(CC1)C)(C)C)OC 8-fluoro-3-((2-((3-methoxy-4-(3,3,4-trimethylpiperazin-1-yl)phenyl)amino)pyrimidin-4-yl)amino)quinolin-2(1H)-one